BrC=1C=CC=2N(C1)C(=CN2)C2=NC(=NC=C2Cl)Cl 6-bromo-3-(2,5-dichloropyrimidin-4-yl)imidazo[1,2-a]Pyridine